NC1=NC=CC(=C1C(=O)N[C@@H]1[C@H](CCC1)OCC1=CC=C(C=C1)B1OC(C(O1)(C)C)(C)C)OC 2-amino-4-methoxy-N-[(1S,2S)-2-{[4-(4,4,5,5-tetramethyl-1,3,2-dioxaborolan-2-yl)phenyl]methoxy}cyclopentyl]pyridine-3-carboxamide